δ-hexachlorocyclohexane Cl[C@H]1[C@H](Cl)[C@@H](Cl)[C@H](Cl)[C@@H](Cl)[C@H]1Cl